2-{[2-chloro-5-cyano-3-(piperazin-1-yl)phenyl]amino}-4-{cyclopropyl[(4-methoxyphenyl)methyl]amino}pyrazolo[1,5-a][1,3,5]triazine-8-carbonitrile ClC1=C(C=C(C=C1N1CCNCC1)C#N)NC1=NC=2N(C(=N1)N(CC1=CC=C(C=C1)OC)C1CC1)N=CC2C#N